(R)-5-ethynyl-2-(4-((1-(2-hydroxyethyl)piperidin-3-yl)amino)phthalazin-1-yl)phenol C(#C)C=1C=CC(=C(C1)O)C1=NN=C(C2=CC=CC=C12)N[C@H]1CN(CCC1)CCO